CNC(C1=CC(=CC=C1)CNC1=NC=C(C2=C1CCO2)C2=CC=NC=C2)=O N-methyl-3-(((7-(pyridin-4-yl)-2,3-dihydrofuro[3,2-c]pyridin-4-yl)amino)methyl)benzamide